(R)-4-(3-((S)-(4-amino-3-methyl-1H-pyrazolo[3,4-d]pyrimidin-1-yl)ethyl)-5-chloro-2-ethoxy-6-fluorophenyl)pyrrolidin-2-one NC1=C2C(=NC=N1)N(N=C2C)CCC=2C(=C(C(=C(C2)Cl)F)[C@H]2CC(NC2)=O)OCC